{(1R,2S,4R)-2-hydroxy-4-[(5-{[4-(1H-indol-1-ylmethyl)-2-thienyl]carbonyl}pyrimidin-4-yl)amino]cyclopentyl}methyl sulfamate S(N)(OC[C@@H]1[C@H](C[C@@H](C1)NC1=NC=NC=C1C(=O)C=1SC=C(C1)CN1C=CC2=CC=CC=C12)O)(=O)=O